C(C)(C)(C)OC(=O)N[C@H](C(=O)O)CO (S)-2-tert-butoxycarbonylamino-3-hydroxy-propionic acid